4-Bromo-2-fluoro-3-methoxyaniline BrC1=C(C(=C(N)C=C1)F)OC